OCC1N(CCCC1)C(CN1C(C2=CC=CC=C2C1)=O)=O {2-[2-(hydroxymethyl)piperidin-1-yl]-2-oxoethyl}-2,3-dihydro-1H-isoindol-1-one